2,3-dimethyl-5-(4-methylphenyl)furanIlId CC1(OC(=CC1C)C1=CC=C(C=C1)C)C(=O)NC1=CC=CC=C1